C(C)(=O)C1=CC=C(C=C1)CC(C(=O)OCC)N ethyl 3-(4-acetylphenyl)-2-aminopropionate